C(C)(=O)OC=1C(=NC=CC1OC)C(N[C@@H](C)C1=NOC(=N1)C1C(C1C1=CC=C(C=C1)C(F)(F)F)C1=CC=C(C=C1)Cl)=O 2-(((1S)-1-(5-(2-(4-chlorophenyl)-3-(4-(trifluoromethyl)phenyl)cyclopropyl)-1,2,4-oxadiazol-3-yl)ethyl)carbamoyl)-4-methoxypyridin-3-yl acetate